rac-(3R*,4r,5S*)-4-phenethylhepta-1,6-diene-3,5-diol C(CC1=CC=CC=C1)C([C@@H](C=C)O)[C@H](C=C)O |r|